[C@@H]1([C@@H](O)[C@H](O)[C@H](O)[C@@H](O1)C)OCCNC(=O)[C@@H]1CN(C[C@@H](C1)C(NCCO[C@H]1[C@@H](O)[C@H](O)[C@H](O)[C@@H](O1)C)=O)C(CN(CC(=O)NCCCCCC(=O)ON1C(CCC1=O)=O)CC(N1C[C@H](C[C@H](C1)C(NCCO[C@H]1[C@@H](O)[C@H](O)[C@H](O)[C@@H](O1)C)=O)C(NCCO[C@H]1[C@@H](O)[C@H](O)[C@H](O)[C@@H](O1)C)=O)=O)=O 2,5-Dioxopyrrolidin-1-yl 6-[2-(bis{2-[(3S,5R)-3,5-bis({2-[(α-L-fucopyranosyl) oxy]ethyl}carbamoyl)piperidin-1-yl]-2-oxoethyl}amino)acetamido]hexanoate